(R)-6-(3-(5-chloropyridin-3-yl)isoxazolidin-2-yl)-N-(4-(4-methylpiperazin-1-yl)phenyl)pyrimidine-4-amine ClC=1C=C(C=NC1)[C@@H]1N(OCC1)C1=CC(=NC=N1)NC1=CC=C(C=C1)N1CCN(CC1)C